CC1(C(N(CC1)C1=NC=CC(=N1)SC)=O)C 3,3-dimethyl-1-(4-methylsulfanylpyrimidin-2-yl)pyrrolidin-2-one